5-ethynyl-N-[4-(4-methylpiperazin-1-yl)phenyl]-7-(1,3-thiazol-4-ylmethoxy)pyrido[2,3-d]pyrimidin-2-amine C(#C)C1=CC(=NC=2N=C(N=CC21)NC2=CC=C(C=C2)N2CCN(CC2)C)OCC=2N=CSC2